ClC1=CC=C(C(=N1)C=1C=NN(C1)C)NC(C)C=1C=2C3=C(N(C(C2C=C(C1)C)=O)C)N(N=C3)C3CCN(CC3)S(=O)(=O)C3CC3 9-[1-[[6-chloro-2-(1-methylpyrazol-4-yl)-3-pyridyl]amino]ethyl]-3-(1-cyclopropylsulfonyl-4-piperidyl)-4,7-dimethyl-pyrazolo[3,4-c]isoquinolin-5-one